NC=1C=C(C=NC1)[C@@H](CC)NC(OC(C)(C)C)=O tert-butyl (R)-(1-(5-aminopyridin-3-yl)propyl)carbamate